2-(4,6-dimethylpyridin-2-yl)acetic acid CC1=CC(=NC(=C1)C)CC(=O)O